4-({3-Chloro-7H-pyrrolo[2,3-c]pyridazin-7-yl}methyl)piperidine ClC1=CC2=C(N=N1)N(C=C2)CC2CCNCC2